(S)-N-(5-((5-chloro-4-((2-(1-methyl-1H-pyrazol-3-yl)phenyl)amino)pyrimidin-2-yl)amino)-2-(3-(dimethylamino)pyrrolidin-1-yl)-4-methoxyphenyl)acrylamide ClC=1C(=NC(=NC1)NC=1C(=CC(=C(C1)NC(C=C)=O)N1C[C@H](CC1)N(C)C)OC)NC1=C(C=CC=C1)C1=NN(C=C1)C